3-chloro-N-(4-methyl-3-(4-(pyridin-3-yl)-1H-pyrazol-1-yl)phenyl)benzamide ClC=1C=C(C(=O)NC2=CC(=C(C=C2)C)N2N=CC(=C2)C=2C=NC=CC2)C=CC1